1-({(5s,7s)-7-methyl-2-oxo-3-[6-(trifluoromethyl)-3-pyridinyl]-1-oxa-3-azaspiro[4.5]decan-7-yl}methyl)-1H-benzimidazole-6-carbonitrile C[C@]1(C[C@]2(CN(C(O2)=O)C=2C=NC(=CC2)C(F)(F)F)CCC1)CN1C=NC2=C1C=C(C=C2)C#N